ClC1=C(COCC(=O)Cl)C=CC=C1 2-((2-chlorobenzyl)oxy)acetyl chloride